CN1C(=NC(=C1)C)N1C[C@@H]([C@H](C1)F)N (3s,4s)-1-(1,4-dimethyl-1H-imidazol-2-yl)-4-fluoropyrrolidin-3-amine